C(C)(C)(C)OC(=O)N1C(C(CC1)(N1N=C(N=N1)C=1C(=NC=CC1)NC1=CC=C(C=C1)S(F)(F)(F)(F)F)C)=O 3-Methyl-2-oxo-3-[5-[2-[4-(pentafluoro-lambda6-sulfanyl)anilino]-3-pyridyl]tetrazol-2-yl]pyrrolidine-1-carboxylic acid tert-butyl ester